NC1=CC(=C(C=C1OC)NC(C1=CC=CC=C1)=O)C N-(4-amino-5-methoxy-2-methyl-phenyl)-benzamide